[NH4+].[F-].[NH4+].[F-] ammonium fluoride, ammonium salt